(S)-N-((R)-1-(3-(2-methoxypyridin-4-yl)-1,2,4-thiadiazol-5-yl)ethyl)-2-methylpropane-2-sulfinamide COC1=NC=CC(=C1)C1=NSC(=N1)[C@@H](C)N[S@@](=O)C(C)(C)C